FC(CC1=NC2=CC=C(C=C2NC1=O)CN1CCN(CC1)C=1C=CC(=NC1)C(=O)NC([2H])([2H])[2H])F 5-(4-((2-(2,2-difluoroethyl)-3-oxo-4H-quinoxalin-6-yl)methyl)piperazin-1-yl)-N-(methyl-d3)pyridine-2-carboxamide